CC1=NN=NC=C1C 4,5-dimethyl-1,2,3-triazine